(±)-2-methoxy-10-(4-methoxyphenyl)-6,7,8,9-tetrahydro-5H-5,8-epiminobenzo[7]annulene COC=1C=CC2=C(CC3CCC2N3C3=CC=C(C=C3)OC)C1